Cl.Cl.COC(=O)C1CN(CCO1)CC=1C=CC(=NC1)C(=O)O 5-{[2-(Methoxycarbonyl)morpholin-4-yl]methyl}pyridine-2-carboxylic acid dihydrochloride